2-{[(S)-3-methyl-1-piperidyl]methyl}-4-cyclopropyl-6-{6-(ethylamino)-4-[4-fluoro-2-(4-methyl-4H-1,2,4-triazol-3-yl)phenyl]-2-pyridyl}-1,6-dihydro-1,6-diaza-7-indenone C[C@@H]1CN(CCC1)CC=1NC=2C(N(C=C(C2C1)C1CC1)C1=NC(=CC(=C1)C1=C(C=C(C=C1)F)C1=NN=CN1C)NCC)=O